nitrogen (triazine) N1=NN=CC=C1.[N]